C(C)C=1C=NC(=NC1)N1CCC(CC1)[C@H](C)OC1=NN2C(S1)=NC(=C2)C2=C(C=C(C=C2)S(=O)(=O)C)F 2-((S)-1-(1-(5-ethyl-pyrimidin-2-yl)piperidin-4-yl)ethoxy)-6-(2-fluoro-4-(methylsulfonyl)phenyl)-imidazo[2,1-b][1,3,4]thiadiazole